(2S,4R)-1-((4-(4-fluorophenoxy)benzoyl)glycyl)-4-(methylthio)pyrrolidine-2-carboxylic acid FC1=CC=C(OC2=CC=C(C(=O)NCC(=O)N3[C@@H](C[C@H](C3)SC)C(=O)O)C=C2)C=C1